O=S1(CCC(=CC1)C=1C=C2C=CNC2=C(C1)C(=O)N)=O 5-(1,1-dioxo-3,6-dihydro-2H-thiopyran-4-yl)-1H-indole-7-carboxamide